COC1=CC=C(C=C1)NC(=O)N1C[C@@H](OC2=C(C1)C=CC(=C2)C(=O)OC)C methyl (S)-4-((4-methoxyphenyl)carbamoyl)-2-methyl-2,3,4,5-tetrahydrobenzo[f][1,4]oxazepine-8-carboxylate